(1SR,4SR)-N,N-dibenzyl-5-bromo-1-methyl-2'-(methylthio)-4'-(1,4-oxazepan-4-yl)-5',8'-dihydrospiro[isochromane-4,7'-pyrano[4,3-d]pyrimidin]-6-amine C(C1=CC=CC=C1)N(C=1C(=C2C(=CC1)[C@@H](OC[C@]21CC=2N=C(N=C(C2CO1)N1CCOCCC1)SC)C)Br)CC1=CC=CC=C1 |r|